3,7-Diethylnonane C(C)C(CC)CCCC(CC)CC